CC(=O)SCCNC(=O)CCNC(=O)[C@@H](C(C)(C)COP(=O)(O)OP(=O)(O)OC[C@@H]1[C@H]([C@H]([C@@H](O1)N2C=NC3=C(N=CN=C32)N)O)OP(=O)(O)O)O acetyl-S-CoA